C(C)(C)(C)C=1C(C(=CC(C1)=CC=1SC=CC1)C(C)(C)C)=O 2,6-di-tert-butyl-4-(2-thienyl)methylene-2,5-cyclohexadien-1-one